(2S)-N,N-dimethyl-1-[(6Z,9Z,12Z)-octadecane-6,9,12-trien-1-yloxy]-3-(octyloxy)propan-2-amine CN([C@H](COCCCCC\C=C/C\C=C/C\C=C/CCCCC)COCCCCCCCC)C